ClC=1C(=C(NC=2C3=C(N=CN2)C=CC(=N3)N3[C@@H]2CN([C@H](C3)C2)C(C=C)=O)C=CC1OCC1CC1)F 1-[(1S,4S)-5-[4-[3-chloro-4-(cyclopropylmethoxy)-2-fluoro-anilino]pyrido[3,2-d]pyrimidin-6-yl]-2,5-diazabicyclo[2.2.1]heptan-2-yl]prop-2-en-1-one